ClC1=CC(=CC(=N1)C(C)=O)C 6-chloro-4-methyl-2-acetylpyridine